6-(3-amino-1H-indazol-4-yl)-N-(3,4-dichlorophenyl)-1-naphthamide NC1=NNC2=CC=CC(=C12)C=1C=C2C=CC=C(C2=CC1)C(=O)NC1=CC(=C(C=C1)Cl)Cl